trans-1-(1,3-dioxo-1,3-dihydro-2H-isoindol-2-yl)-3-hydroxycyclobutane-1-carboxylic acid ethyl ester C(C)OC(=O)C1(CC(C1)O)N1C(C2=CC=CC=C2C1=O)=O